BrC1N(CCC1)C#N bromopyrrolidinenitrile